(S)-2-(4-cyano-2-(1,1-difluoropropyl)phenoxy)propanoic acid C(#N)C1=CC(=C(O[C@H](C(=O)O)C)C=C1)C(CC)(F)F